11-[2-(2,6-dioxopiperidin-3-yl)-1,3-dioxoisoindole-5-yl]undecanal O=C1NC(CCC1N1C(C2=CC=C(C=C2C1=O)CCCCCCCCCCC=O)=O)=O